diphthalic acid dianhydride C(C=1C(C(=O)O)=CC=CC1)(=O)OC(C=1C(C(=O)OC(C=2C(C(=O)O)=CC=CC2)=O)=CC=CC1)=O